O=C1N(CCC1)[C@H](C(=O)N)CC |r| (S) and (R)-2-(2-oxopyrrolidin-1-yl)butaneamide